O1C=CC=2C1=CC=CC2S(=O)(=O)NC=2C(=C(C(=CC2)F)C2=CC=C1C(=NNC1=C2F)C(=O)NC)F 6-[3-(1-Benzofuran-4-sulfonamido)-2,6-difluorophenyl]-7-fluoro-N-methyl-1H-indazole-3-carboxamide